3-methylquinazolin-4(3H)-one CN1C=NC2=CC=CC=C2C1=O